hexadecyl-sulfonyl-amide C(CCCCCCCCCCCCCCC)S(=O)(=O)[NH-]